COC=1C=2N(C=CC1)C(=CN2)C=O 8-methoxyimidazo[1,2-a]pyridine-3-carbaldehyde